Cl.N[C@@H]1CC(NC1)=O (R)-4-aminopyrrolidin-2-one hydrochloride